Cl.N1CCC(CC1)OC1=NC=CC2=CC=CC=C12 (piperidin-4-yloxy)isoquinoline hydrochloride